ClC=1C(=NC(=NC1)NC1=CC=C(C=C1)N1CC2(C1)CCC(CC2)=O)NC2=C(C=CC=C2)P(=O)(C)C 2-(4-((5-chloro-4-((2-(dimethylphosphoryl)phenyl)amino)pyrimidin-2-yl)amino)phenyl)-2-azaspiro[3.5]nonan-7-one